6-(4-aminophenyl)-N-(1-isopropylazetidin-3-yl)-3-methyl-1H-pyrazolo[3,4-d]pyrimidin NC1=CC=C(C=C1)C1=NC=C2C(=N1)N(N=C2C)C2CN(C2)C(C)C